difluorooxalate C(C(=O)F)(=O)F